N1=C(C=NC2=CC=CC=C12)C(=O)O quinoxalic acid